tert-butyl 2-methyl-9-(((trifluoromethyl) sulfonyl) oxy)-3-azaspiro-[5.5]undec-8-ene-3-carboxylate CC1CC2(CCN1C(=O)OC(C)(C)C)CC=C(CC2)OS(=O)(=O)C(F)(F)F